tert-butyl (S)-2-((2-fluoro-4-(4,4,5,5-tetramethyl-1,3,2-dioxaborolan-2-yl)phenyl)amino)-1-(oxetan-2-ylmethyl)-1H-benzo[d]imidazole-6-carboxylate FC1=C(C=CC(=C1)B1OC(C(O1)(C)C)(C)C)NC1=NC2=C(N1C[C@H]1OCC1)C=C(C=C2)C(=O)OC(C)(C)C